C(C)C(C(=O)OCC)CCCCCC\C=C\CCCCCCCC ethyl-elaidic acid, ethyl ester